O=C(CCC(=O)O)OCC=C 4-oxo-4-prop-2-enoxybutyric acid